4-(4-fluorophenyl)-2-isopropyl-3,5-dioxo-2,3,4,5-tetrahydro-1,2,4-triazine-6-carboxamide FC1=CC=C(C=C1)N1C(N(N=C(C1=O)C(=O)N)C(C)C)=O